CC=1C(=NC(=NC1)S(=O)(=O)C)C(=O)N 5-methyl-2-(methylsulfonyl)pyrimidine-4-carboxamide